ClC1=C(C=CC=C1)CC(=O)NC1=CC(=C(C=C1)N1N=CC(=N1)C(F)(F)F)S(N)(=O)=O 2-(2-Chlorophenyl)-N-{3-sulfamoyl-4-[4-(trifluoromethyl)-2H-1,2,3-triazol-2-yl]phenyl}acetamide